O(CCCC)C1=CC=C(C=C1)S(=O)(=O)OC=1C=C(C=CC1)NC(NC1=CC(=CC=C1)OS(=O)(=O)C1=CC=C(C=C1)OCCCC)=O bis-[3-(p-butoxylbenzenesulfonyloxy)phenyl]urea